ClCC(=O)NC=1C=C(C=2N(C1)C(=C(N2)C#CCNC2=C(C(=O)NC)C=CC=C2OC)CC(F)(F)F)NC2CCN(CC2)C (3-[6-(2-chloroacetamido)-8-[(1-methylpiperidin-4-yl)amino]-3-(2,2,2-trifluoroethyl)imidazo[1,2-a]pyridin-2-yl]prop-2-yn-1-ylamino)-3-methoxy-N-methylbenzamide